2-(4,6-bis(2,4-dimethylphenyl)-1,3,5-triazin-2-yl)-5-(octyloxy)-phenol CC1=C(C=CC(=C1)C)C1=NC(=NC(=N1)C1=C(C=C(C=C1)C)C)C1=C(C=C(C=C1)OCCCCCCCC)O